(2,3,4,5,6-Pentafluorophenyl) 3-(2,4-dioxohexahydropyrimidin-1-yl)-4-methoxy-benzoate O=C1N(CCC(N1)=O)C=1C=C(C(=O)OC2=C(C(=C(C(=C2F)F)F)F)F)C=CC1OC